C1(CCCCC1)[C@@H](C(=O)N1[C@@H](C[C@H](C1)O)C(=O)NC)N1N=NC(=C1)C=1OC=CC1 (2S,4R)-1-((S)-2-cyclohexyl-2-(4-(furan-2-yl)-1H-1,2,3-triazol-1-yl)acetyl)-4-hydroxy-N-methylpyrrolidine-2-carboxamide